[2,3'-Bipyridin]-4-ylmethyl 5-acetyl-2,6-dimethyl-4-(thieno[2,3-b]pyridin-3-yl)-1,4-dihydropyridin-3-carboxylat C(C)(=O)C=1C(C(=C(NC1C)C)C(=O)OCC1=CC(=NC=C1)C=1C=NC=CC1)C1=CSC2=NC=CC=C21